(4-(4-amino-7-(1-isobutyrylpiperidin-4-yl)pyrrolo[2,1-f][1,2,4]triazin-5-yl)phenyl)-5-chloro-6-methyl-2-oxo-2H-[1,2'-bipyridine]-3-carboxamide NC1=NC=NN2C1=C(C=C2C2CCN(CC2)C(C(C)C)=O)C2=CC=C(C=C2)C2=C(C(N(C(=C2Cl)C)C2=NC=CC=C2)=O)C(=O)N